The molecule is a tetrapeptide composed of two L-cysteine units joined to two L-histidine units by a peptide linkage. It has a role as a metabolite. It derives from a L-cysteine and a L-histidine. C1=C(NC=N1)C[C@@H](C(=O)N[C@@H](CC2=CN=CN2)C(=O)O)NC(=O)[C@H](CS)NC(=O)[C@H](CS)N